6-hydroxy-3-methoxy-1-methyl-2-(4-(3-(piperidin-1-yl)propoxy)phenyl)quinolin-4(1H)-one OC=1C=C2C(C(=C(N(C2=CC1)C)C1=CC=C(C=C1)OCCCN1CCCCC1)OC)=O